C1(=C(C=CC=C1C)C)C1=C2C=CC(=C1)O2 (2,6-xylyl-1,4-phenylene) ether